1-(tert-butyl) 2-methyl (4R)-4-fluoropyrrolidine-1,2-dicarboxylate F[C@@H]1CC(N(C1)C(=O)OC(C)(C)C)C(=O)OC